CC=1C=C2C(C=C(OC2=C(C1)[C@@H](C)NC=1C(=NC=CC1)C(=O)O)C1=CC2=CN(N=C2C=C1)C)=O 3-[[(1R)-1-[6-Methyl-2-(2-methylindazol-5-yl)-4-oxo-chromen-8-yl]ethyl]amino]pyridine-2-carboxylic acid